N1CCCCCC1 5-cis-azepane